C(CCCCCCC)C1=C(CN(C1)C(=O)OC(C)(C)C)C(=O)OCC 1-(tert-butyl) 3-ethyl 4-octyl-2,5-dihydro-1H-pyrrole-1,3-dicarboxylate